ethyl (2Z)-2-amino-2-[(2-oxo-7-oxa-1-azaspiro[4.4]nonan-1-yl)imino]acetate N\C(\C(=O)OCC)=N/N1C(CCC12COCC2)=O